10,13-dimethyl-17-phenylmethoxyimino-3-trimethylsilyloxy-2,3,4,5,6,7,8,9,12,14,15,16-dodecahydro-1H-cyclopenta[a]phenanthren-11-one CC12C3C(CC4(C(CCC4C3CCC2CC(CC1)O[Si](C)(C)C)=NOCC1=CC=CC=C1)C)=O